C(C(C)C)OC(=O)N(N)C(=O)C=1NC=CC1F (3-fluoro-1H-pyrrole-2-carbonyl)hydrazine-1-carboxylic acid isobutyl ester